COC(=O)C=1C=2C=CC=NC2C(=CC1)CN1N=CC(=C1C(=O)OCC)[N+](=O)[O-] 8-((5-(ethoxycarbonyl)-4-nitro-1H-pyrazol-1-yl)methyl)quinoline-5-carboxylic acid methyl ester